9-(2-ethylhexyl)-2,3,4,9-tetrahydro-1H-carbazole C(C)C(CN1C2=CC=CC=C2C=2CCCCC12)CCCC